N-[4-Methyl-3-(1-methyl-7-methylamino-2,4-dioxo-1,4-dihydro-2H-pyrimido[4,5-d]pyrimidin-3-yl)-phenyl]-3-trifluoromethyl-benzamide CC1=C(C=C(C=C1)NC(C1=CC(=CC=C1)C(F)(F)F)=O)N1C(N(C2=NC(=NC=C2C1=O)NC)C)=O